ClC1=NC=C(C(=C1)C1=C(C=NC(=C1)C)C(=O)NC=1SC2=C(N1)CN(C2)C(C2=C(C=CC(=C2)C(F)F)F)=O)OC 2'-chloro-N-(5-(5-(difluoromethyl)-2-fluorobenzoyl)-5,6-dihydro-4H-pyrrolo[3,4-d]thiazol-2-yl)-5'-methoxy-6-methyl-[4,4'-bipyridine]-3-carboxamide